cyanodiphenylpropenoic acid C(#N)C(C(=O)O)=C(C1=CC=CC=C1)C1=CC=CC=C1